(S)-1-tert-butyl 5-methyl 2-(tert-butoxycarbonylamino)pentanedioate C(C)(C)(C)OC(=O)N[C@H](C(=O)OC(C)(C)C)CCC(=O)OC